ClC=1C(=C2C(=C3C=CC(=NC13)OCCO)COC2)C2=CC=C(C1=C2C(=C(S1)NC(OC(C)(C)C)=O)C#N)F tert-Butyl N-[4-[5-chloro-7-(2-hydroxyethoxy)-1,3-dihydrofuro[3,4-f]quinolin-4-yl]-3-cyano-7-fluoro-benzothiophen-2-yl]carbamate